[Na].[Na].[N+](=O)([O-])C1(CC(C(C=C1)C=CC1=CC=CC=C1)(S(=O)(=O)O)S(=O)(=O)O)[N+](=O)[O-] 4,4-dinitrostilbene-2,2-disulfonic acid disodium